CN(CCCNC(=O)C1=CC(=NN1[C@@H](C)C1=CC=CC=C1)C(=O)NC)C (S)-N5-(3-(Dimethylamino)propyl)-N3-methyl-1-(1-phenylethyl)-1H-pyrazole-3,5-dicarboxamide